1-cyclohexylmethyl-6-(4-methoxypyrrolo[2,1-f][1,2,4]triazin-5-yl)-2-methyl-1H-imidazo[4,5-b]pyridine C1(CCCCC1)CN1C(=NC2=NC=C(C=C21)C=2C=CN1N=CN=C(C12)OC)C